BrC1=NC(=CC=C1)C1=NN=CN1C1CC(C1)(F)F 2-Bromo-6-(4-(3,3-difluorocyclobutyl)-4H-1,2,4-triazol-3-yl)pyridine